platinum(II) imidazo[1,5-a]pyridine C=1N=CN2C1C=CC=C2.[Pt+2]